S(=O)(=O)([O-])[O-].[Fe+2].[Na+].[Ca+2] calcium sodium iron sulfate